alpha-L-rhamnopyranosyl-(1→2) beta-D-glucopyranoside O([C@H]1[C@H](O)[C@@H](O)[C@H](O)[C@H](O1)CO)[C@H]1[C@H](O)[C@H](O)[C@@H](O)[C@@H](O1)C